COC(C1=C(C(=CC=C1)OCC1=CC=CC=C1)[N+](=O)[O-])=O 3-(benzyloxy)-2-nitrobenzoic acid methyl ester